CN1N(C(N(C1=O)C)=O)C1=CC2=CN(N=C2C=C1)C=1C=NC=CC1 1,4-dimethyl-2-[2-(pyridin-3-yl)-2h-indazol-5-yl]-1,2,4-triazolidine-3,5-dione